FC1=NC=CC(=C1)C1(CC2(CC2)C1)O 5-(2-fluoropyridin-4-yl)spiro[2.3]hexan-5-ol